4-(4-(1-methyl-4-(trifluoromethyl)-1H-imidazol-2-yl)benzyl)pyrimidine-4,5-diamine CN1C(=NC(=C1)C(F)(F)F)C1=CC=C(CC2(NC=NC=C2N)N)C=C1